C(C)OC1=NC=C(C=N1)N(C(=O)C1=C(N(C(=C1)C1=C(C=CC(=C1)F)C(=O)N1CC2=CC=CC=C2C[C@H]1CN1CCOCC1)C)C)C1=CC=C(C=C1)O N-(2-ethoxypyrimidin-5-yl)-5-(5-fluoro-2-{[(3S)-3-(morpholin-4-ylmethyl)-3,4-dihydroisoquinolin-2(1H)-yl]carbonyl}phenyl)-N-(4-hydroxyphenyl)-1,2-dimethyl-1H-pyrrole-3-carboxamide